(E)-(4-fluorostyryl)boric acid FC1=CC=C(/C=C/OB(O)O)C=C1